F[B-](F)(F)F.C1=CCCC=CCC1.C1=CCCC=CCC1.[Ir+3].F[B-](F)(F)F.F[B-](F)(F)F iridium bis(1,5-cyclooctadiene) tetrafluoroborate